[6-(5-cyclopropyl-4H-1,2,4-triazol-3-yl)-2-azaspiro[3.3]heptan-2-yl]-[6-[(3,5-difluorophenyl)methyl]-2,6-diazaspiro[3.3]heptan-2-yl]methanone C1(CC1)C=1NC(=NN1)C1CC2(CN(C2)C(=O)N2CC3(C2)CN(C3)CC3=CC(=CC(=C3)F)F)C1